N-[[6-[(2-chlorophenyl)methylcarbamoyl]-6-azaspiro[2.5]octan-2-yl]methyl]furo[2,3-c]pyridine-2-carboxamide ClC1=C(C=CC=C1)CNC(=O)N1CCC2(C(C2)CNC(=O)C2=CC=3C(=CN=CC3)O2)CC1